NCCC=1C=C2CN(CC2=CC1)C(=O)OC(C)(C)C tert-Butyl 5-(2-aminoethyl)-1,3-dihydroisoindole-2-carboxylate